1-(2,6-dioxopiperidin-3-yl)-3-methyl-2-oxo-2,3-dihydro-1H-benzol O=C1NC(CCC1C1C(C(CC=C1)C)=O)=O